1,2-Bis(pyrazin-2-yl)acetylene N1=C(C=NC=C1)C#CC1=NC=CN=C1